propanamide diformate C(=O)O.C(=O)O.C(CC)(=O)N